5-(4-(difluoromethoxy)phenyl)-N-(2-((2R,6S)-2,6-dimethyl-morpholino)-5-fluoropyrimidin-4-yl)-6-methoxypyridazin-3-amine FC(OC1=CC=C(C=C1)C=1C=C(N=NC1OC)NC1=NC(=NC=C1F)N1C[C@H](O[C@H](C1)C)C)F